NC1=NC=C(C=C1O[C@H](C)C=1C=C(C=CC1)NC(=O)C1=CC2=C(C=CO2)C=C1)Cl (R)-N-(3-(1-((2-Amino-5-chloropyridin-3-yl)oxy)ethyl)phenyl)benzofuran-6-carboxamid